FC1(CC2(C1)C[C@H](N(CC2)CC2=C1C=CN(C1=C(C=C2OC)C)C(=O)OC(C)(C)C)C=2C=NC(=CC2)C(=O)OC)F tert-butyl (S)-4-((2,2-difluoro-6-(6-(methoxycarbonyl)pyridin-3-yl)-7-azaspiro[3.5]nonan-7-yl)methyl)-5-methoxy-7-methyl-1H-indole-1-carboxylate